N1(CCNCC1)C1=CC=C(C(=O)N2CCC(CC2)CCCCNC(\C=C\C=2C=NC=CC2)=O)C=C1 (E)-N-(4-(1-(4-(piperazin-1-yl)benzoyl)piperidin-4-yl)butyl)-3-(pyridin-3-yl)acrylamide